O=C1N[C@H]2[C@@H](N1)CSC2CCCCC(=O)NCCCCCCCCCCCC(=O)O 12-(5-((3aS,6aR)-2-oxo-hexahydro-1H-thieno-[3,4-d]imidazol-4-yl)pentanamido)dodecanoic acid